Cl.FC(C1=CC(=NC=C1)C(=N)N)(F)F 4-(trifluoromethyl)pyridineformamidine HCl